(R)-7-chloro-6-(1-isopropylpiperidin-4-yl)-N-(1-(2-methyl-3-(trifluoromethyl)phenyl)ethyl)pyrido[2,3-d]pyrimidin-4-amine ClC=1C(=CC2=C(N=CN=C2N[C@H](C)C2=C(C(=CC=C2)C(F)(F)F)C)N1)C1CCN(CC1)C(C)C